C(C1=CC=CC=C1)NC=1NC(C(=C(N1)C)CCCC)=O 2-(benzylamino)-5-butyl-4-methyl-1H-pyrimidin-6-one